phosphate lithium [Li+].P(=O)([O-])([O-])[O-].[Li+].[Li+]